N=1C=C(N2C1C=NC=C2)CN2CC(C1=CC=C(C=C21)C(=O)NC=2C=NC=C(C2)C(F)(F)F)C 1-(Imidazo[1,2-a]pyrazin-3-ylmethyl)-3-methyl-N-(5-(trifluoromethyl)pyridin-3-yl)indolin-6-carboxamid